ClC=1C=C(C=C(C1)Cl)N1N=CC(=C1CCC)C(=O)Cl 1-(3,5-dichlorophenyl)-5-propyl-1H-pyrazole-4-carbonyl chloride